FC=1C=C(C=NC1)C=1C(=C(C=CC1)C#N)N1CCC(CC1)C1=CN(C=N1)C 3-(5-Fluoropyridin-3-yl)-2-[4-(3-methylimidazol-5-yl)piperidin-1-yl]benzene-1-carbonitrile